CC(C)CCC[C@@H](C)[C@H]1CC[C@H]2[C@@H]3CC=C4C[C@H](CC[C@]4(C)[C@H]3CC[C@]12C)OCCCCOCC(COCCCCCCCC)N {4-[(3β)-cholest-5-en-3-yloxy]butoxy}-3-(octyloxy)propan-2-amine